(2-hydroxypropyl)-1H-imidazole-2-carboxylic acid ethyl ester C(C)OC(=O)C=1N(C=CN1)CC(C)O